N4-cyclopropyl-N6-(2-methoxy-4-((4-morpholinopiperidin-1-yl)sulfonyl)phenyl)-1H-pyrrolo[2,3-b]pyridine-4,6-diamine C1(CC1)NC=1C2=C(N=C(C1)NC1=C(C=C(C=C1)S(=O)(=O)N1CCC(CC1)N1CCOCC1)OC)NC=C2